5-(tert-butyl)-3-methyl-1,2-phenylenebis(pyrrolidine-1-carboxylate) C(C)(C)(C)C=1C=C(C(=C(C1)C1N(CCC1)C(=O)[O-])C1N(CCC1)C(=O)[O-])C